4-chloro-8-isopropyl-2-(methylthio)pyrazolo[1,5-a][1,3,5]triazine ClC1=NC(=NC=2N1N=CC2C(C)C)SC